3,3-di-p-tolylpropionic acid C1(=CC=C(C=C1)C(CC(=O)O)C1=CC=C(C=C1)C)C